1-(6-((4-(4-(1,2-di(4-hydroxyphenyl)but-1-en-1-yl)phenyl)piperazin-1-yl)methyl)pyridazin-3-yl)dihydropyrimidine-2,4(1H,3H)-dione OC1=CC=C(C=C1)C(=C(CC)C1=CC=C(C=C1)O)C1=CC=C(C=C1)N1CCN(CC1)CC1=CC=C(N=N1)N1C(NC(CC1)=O)=O